5-amino-3-phenyl-3,4-dihydroquinazolin-4-one NC1=C2C(N(C=NC2=CC=C1)C1=CC=CC=C1)=O